5-hydroxynaphthalene-1,3-disulfonic acid disodium [Na].[Na].OC1=C2C=C(C=C(C2=CC=C1)S(=O)(=O)O)S(=O)(=O)O